(-)-4-{4-[(2,4-Dimethylphenoxy)methyl]-3-methoxyphenyl}-2H,4H,5H,6H,7H-pyrazolo[3,4-b]pyridin-6-one CC1=C(OCC2=C(C=C(C=C2)C2C=3C(NC(C2)=O)=NNC3)OC)C=CC(=C1)C